S(SCCC1(C(=O)[O-])C(C(=C(C(=C1F)F)F)F)F)CCC1(C(=O)[O-])C(C(=C(C(=C1F)F)F)F)F Disulfanediylbis(ethane-2,1-diyl)bis(2,3,4,5,6-pentafluorobenzoate)